C(C)(=O)NC=1C=C(C(=NC1)S(=O)(=O)Cl)C 5-acetamido-3-methylpyridine-2-sulfonyl chloride